E-Lactaldehyde C(C(O)C)=O